NC=1C(=NC(=C(N1)C1=CC=C(C=C1)F)C=1C=CC=2N(C1)C(=CN2)C)CNC(=O)[C@@H]2OCCC2 (R)-N-((3-amino-5-(4-fluorophenyl)-6-(3-methylimidazo[1,2-a]pyridin-6-yl)pyrazin-2-yl)methyl)tetrahydrofuran-2-carboxamide